2-(4-(6-Fluoroquinolin-4-yl)cyclohexyl)cyclopropane-1-carboxylic acid tert-butyl ester C(C)(C)(C)OC(=O)C1C(C1)C1CCC(CC1)C1=CC=NC2=CC=C(C=C12)F